(3R)-N-[2-cyano-4-fluoro-3-[4-oxo-3-[4-(3-piperidyl)phenyl]quinazolin-6-yl]oxy-phenyl]-3-fluoro-pyrrolidine-1-sulfonamide hydrochloride Cl.C(#N)C1=C(C=CC(=C1OC=1C=C2C(N(C=NC2=CC1)C1=CC=C(C=C1)C1CNCCC1)=O)F)NS(=O)(=O)N1C[C@@H](CC1)F